OC=1C=C(C=CC1)CC(=O)O 2-(m-hydroxyphenyl)acetic acid